[Ca].[B].[La] lanthanum-boron-calcium